(6-(2-Fluoroprop-2-yl)pyridin-2-yl)-1,1-diphenylmethanimine FC(C)(C)C1=CC=CC(=N1)N=C(C1=CC=CC=C1)C1=CC=CC=C1